C1(=CC=CC=C1)C1=C(NC2=CC=CC=C12)C1=C2C(=CC=C1)N=C1C=CC3=C4C=CC=CC4=NC3=C12 (phenylindolyl)indolocarbazole